1-(5-((4-(3,4-difluorophenyl)piperazin-1-yl)methyl)-1-oxoisoindolin-2-yl)dihydropyrimidine-2,4(1H,3H)-dione FC=1C=C(C=CC1F)N1CCN(CC1)CC=1C=C2CN(C(C2=CC1)=O)N1C(NC(CC1)=O)=O